C(C)(C)N(C(\C=C\C1=CC=C(C=C1)OC)=O)CC1=CC=2N(C=C1)N=CC2C(=O)N (E)-5-((N-isopropyl-3-(4-methoxyphenyl)acrylamido)methyl)pyrazolo[1,5-a]pyridine-3-carboxamide